2,2'-azodi(2,4-dimethyl-4-methoxyvaleronitrile) N(=NC(C#N)(CC(C)(C)OC)C)C(C#N)(CC(C)(OC)C)C